P(O)(O)[O-].P([O-])([O-])O.[Al+3] aluminum monophosphite dihydrogen phosphite